2-[(3-bromo-2-fluoro-phenyl)-difluoro-methyl]Morpholine-4-carboxylic acid tert-butyl ester C(C)(C)(C)OC(=O)N1CC(OCC1)C(F)(F)C1=C(C(=CC=C1)Br)F